3-Cyano-6-(ethylamino)pyrazolo[1,5-a]pyridin-4-yl trifluoromethanesulfonate FC(S(=O)(=O)OC=1C=2N(C=C(C1)NCC)N=CC2C#N)(F)F